N,N-bis-(methylcarbonyl)aminotetrahydrothiophene-1,1-dioxide CC(=O)N(C(=O)C)C1S(CCC1)(=O)=O